N1CC(C1)C1=CNC=2N=NC(=CC21)C2=C(C=CC=C2)O 2-[5-(azetidin-3-yl)-7H-pyrrolo[2,3-c]pyridazin-3-yl]phenol